10,10',10''-(3'-(1-methyl-1H-benzo[d]imidazol-2-yl)-[1,1'-biphenyl]-2,3,5-triyl)tris(5-methyl-5,10-dihydrophenazine) CN1C(=NC2=C1C=CC=C2)C=2C=C(C=CC2)C2=C(C(=CC(=C2)N2C1=CC=CC=C1N(C=1C=CC=CC21)C)N2C1=CC=CC=C1N(C=1C=CC=CC21)C)N2C1=CC=CC=C1N(C=1C=CC=CC21)C